Allyl (6S,11S,14S)-6-(tert-butoxycarbonyl)-11,14-bis(4-diazo-3-oxobutyl)-2-methyl-4,9,12-trioxo-2,5,10,13-tetraazapentadecan-15-oate C(C)(C)(C)OC(=O)[C@@H](NC(CN(C)C)=O)CCC(N[C@H](C(N[C@H](C(=O)OCC=C)CCC(C=[N+]=[N-])=O)=O)CCC(C=[N+]=[N-])=O)=O